O1[C@@H](COCC1)CNC(=O)C1=C(C2=C(CC3(C4=CN(N=C24)CC2=NC=C(C=C2)C)CCC3)O1)C(F)(F)F N-[(2R)-1,4-Dioxan-2-ylmethyl]-2'-[(5-Methylpyridin-2-yl)methyl]-8'-(trifluoromethyl)-2',5'-dihydrospiro[cyclobutan-1,4'-furo[2,3-g]indazol]-7'-carboxamid